(R)-1-methyl-7-(trifluoromethyl)isochroman-4-one C[C@H]1OCC(C2=CC=C(C=C12)C(F)(F)F)=O